(3R,5S)-3-{1-cyclopropyl[({1-[3-(trifluoromethoxy)phenyl]-1H-1,2,3-triazol-4-yl}methyl)carbamoyl]amino}-5-fluoro-N-methylpiperidine-1-carboxamide C1(CC1)N([C@H]1CN(C[C@H](C1)F)C(=O)NC)C(NCC=1N=NN(C1)C1=CC(=CC=C1)OC(F)(F)F)=O